4-(5-(2-Chloro-7-ethoxyquinolin-3-yl)-3-(4-iodophenyl)-4,5-dihydro-1H-pyrazol-1-yl)benzoic acid ClC1=NC2=CC(=CC=C2C=C1C1CC(=NN1C1=CC=C(C(=O)O)C=C1)C1=CC=C(C=C1)I)OCC